2-{1-[5-(trifluoromethyl)Pyrimidin-2-yl]piperidin-4-yl}propionamide FC(C=1C=NC(=NC1)N1CCC(CC1)C(C(=O)N)C)(F)F